[3-(4-chlorophenyl)pyrrolidin-1-yl]-(3-pyridazin-4-yl-1H-pyrazol-5-yl)methanone ClC1=CC=C(C=C1)C1CN(CC1)C(=O)C1=CC(=NN1)C1=CN=NC=C1